N(=[N+]=[N-])CC(=O)N[C@@H]1C(OC(C)=O)O[C@@H]([C@H]([C@@H]1OC(C)=O)OC(C)=O)COP(=O)(OC1=CC=CC=C1)N[C@@H](C(C)C)C(=O)OC(C)C1=CC=C(C=C1)NC(=O)OC(C)(C)C Acetyl 2-(2-azidoacetylamino)-2-deoxy-3,4-di-O-acetyl-6-O-(((1S)-1-(1-(4-(tert-butoxycarbonylamino) phenyl) ethoxycarbonyl)-2-methylpropylamino) (phenoxy)-phosphoryl)-D-mannopyranoside